Methyl 4-[tert-butoxycarbonyl-[(E)-3-(4,4,5,5-tetramethyl-1,3,2-dioxaborolan-2-yl)allyl]-amino]butanoate C(C)(C)(C)OC(=O)N(CCCC(=O)OC)C\C=C\B1OC(C(O1)(C)C)(C)C